(S)-N'-(4-fluoro-2,6-diisopropylphenyl-carbamoyl)-4-(methylsulfonyl)benzenesulfonimidamide FC1=CC(=C(C(=C1)C(C)C)NC(=O)N=[S@@](=O)(N)C1=CC=C(C=C1)S(=O)(=O)C)C(C)C